ClCC=1N=NN(C1)C1=CC(=C(C=C1)Cl)Cl 4-(chloromethyl)-1-(3,4-dichlorophenyl)-1H-1,2,3-triazole